C(C=1C(C(=O)OCC(C)(C)S)=CC=CC1)(=O)OCC(C)(C)S di(2-mercaptoisobutyl) phthalate